4-(Methylamino)-1-(pyridazin-3-yl)-7-(trifluoromethyl)quinazolin-2(1H)-one CNC1=NC(N(C2=CC(=CC=C12)C(F)(F)F)C=1N=NC=CC1)=O